O1[C@@H](COCC1)COC=1N2CCC3=C(C2=C(C(C1)=O)C)C=CC(=C3)N3CCC(CC3)C3=CC=CC=C3 4-[[(2S)-1,4-dioxan-2-yl]methoxy]-1-methyl-9-(4-phenyl-1-piperidyl)-6,7-dihydrobenzo[a]quinolizin-2-one